3-amino-1,2,4-triazine-6-carboxylic acid ethyl ester C(C)OC(=O)C1=CN=C(N=N1)N